2-chloro-5-(hydroxymethyl)benzonitrile ClC1=C(C#N)C=C(C=C1)CO